COP(=O)(OC)[O-].C(C(=C)C)(=O)OCC[N+](C)(C)C 2-(methacryloyloxy)ethyltrimethylammonium dimethylphosphate